N-hydroxy-3-methoxybenzamide ONC(C1=CC(=CC=C1)OC)=O